NC=1C2=C(N=CN1)NC=C2C2=CC=C(CNC=1C(=NC(=CN1)C#N)C(=O)N[C@@H](C)C1=CC(=C(C=C1)F)F)C=C2 (S)-3-(4-(4-amino-7H-pyrrolo[2,3-d]pyrimidin-5-yl)benzylamino)-6-cyano-N-(1-(3,4-difluorophenyl)ethyl)pyrazine-2-carboxamide